C(C)N(C1(CC(N(C1)C(=O)OC(C)(C)C)C)C)CC tert-butyl 4-(diethylamino)-2,4-dimethylpyrrolidine-1-carboxylate